2-(3-Cyanophenyl)-N-(2-hydroxy-2-methyl-propyl)-3-(2-methylpyrazol-3-yl)pyrazolo[1,5-a]pyrimidine-5-carboxamide C(#N)C=1C=C(C=CC1)C1=NN2C(N=C(C=C2)C(=O)NCC(C)(C)O)=C1C=1N(N=CC1)C